(R)-1-((3R,4R)-4-(2-chlorophenyl)-1-(2,2,2-trifluoroethyl)pyrrolidine-3-carbonyl)-4-fluoro-N-((R,Z)-4-(methylsulfonyl)but-3-en-2-yl)azocane-4-carboxamide ClC1=C(C=CC=C1)[C@H]1[C@H](CN(C1)CC(F)(F)F)C(=O)N1CC[C@](CCCC1)(C(=O)N[C@H](C)\C=C/S(=O)(=O)C)F